1-(3-(difluoromethyl)isothiazol-5-yl)-3-(2-fluoro-3-(hydroxymethyl)pyridin-4-yl)urea FC(C1=NSC(=C1)NC(=O)NC1=C(C(=NC=C1)F)CO)F